Ethyl 2-(2'-((diphenylmethylene)amino)-7'-oxo-5'H-spiro[cyclopropane-1,4'-thieno[2,3-c]pyridin]-6'(7'H)-yl)acetate C1(=CC=CC=C1)C(C1=CC=CC=C1)=NC1=CC2=C(C(N(CC23CC3)CC(=O)OCC)=O)S1